1-(2,2-dimethoxyethyl)-4-nitro-pyrazole COC(CN1N=CC(=C1)[N+](=O)[O-])OC